4,4'-dibromomethyl-biphenyl BrCC1=CC=C(C=C1)C1=CC=C(C=C1)CBr